ClC=1C=C2N(C(N1)=O)CC1N2CCNC1 7-chloro-3,4,11,11a-tetrahydro-1H-pyrazino[1',2':3,4]imidazo[1,2-c]pyrimidin-9(2H)-one